C(C(=C)C)(=O)O.C(C)C(CC(COCCO)O)CCCC 2-ethylhexyl-diethylene glycol monomethacrylate